(4R,5R)-4-Amino-5-hydroxy-hexanoic acid N[C@H](CCC(=O)O)[C@@H](C)O